NC=1C2=C(N=CN1)N(C=C2C2=CC(=C(C=C2)NC(=O)NC2=CC(=C(C=C2)CN2CCN(CC2)CCO)C(F)(F)F)F)C2CC2 1-(4-(4-amino-7-cyclopropyl-7H-pyrrolo[2,3-d]pyrimidin-5-yl)-2-fluorophenyl)-3-(4-((4-(2-hydroxyethyl)piperazin-1-yl)methyl)-3-(trifluoromethyl)phenyl)urea